[Si](C)(C)(C(C)(C)C)OC1CCN(CC1)C1=C(C=C2C(=N1)N=C(S2)N2CCOCC2)[N+](=O)[O-] 4-(5-(4-((tert-butyldimethylsilyl)oxy)piperidin-1-yl)-6-nitrothiazolo[4,5-b]pyridin-2-yl)morpholine